OC1=CC=C(C=C1)C=1C2=C(C(N(N1)CCC1=CC=CC=C1)=O)N=C(S2)C 7-(4-hydroxyphenyl)-2-methyl-5-phenethylthiazolo[4,5-d]pyridazin-4(5H)-one